Distearyldithiopropionat C(CCCCCCCCCCCCCCCCC)C(C(=S)[S-])(C)CCCCCCCCCCCCCCCCCC